S(=O)(=O)(O)C1=C(C=CC2(CC=C(C=C2)C2=CC=CC=C2)C=CC2=C(C=CC=C2)S(=O)(=O)O)C=CC=C1.[Na].[Na] Dinatrium 4,4-bis(2-sulfostyryl)-biphenyl